[C@H]12CN(C[C@H](CC1)N2)C2=NC(=NC1=C(C(=CC=C21)C2=C(C#N)C(=CC(=C2)N)Cl)F)OC[C@]21CCCN1C[C@@H](C2)F 2-(4-((1R,5S)-3,8-diazabicyclo[3.2.1]octan-3-yl)-8-fluoro-2-(((2R,7aS)-2-fluorotetrahydro-1H-pyrrolizin-7a(5H)-yl)methoxy)quinazolin-7-yl)-4-amino-6-chlorobenzonitrile